ClC1=C(C(=O)NC(C(=O)O)CCN(CCCCC2=NC=3NCCCC3C=C2)CC(COC)(F)F)C=CC=C1F 2-[(2-chloro-3-fluoro-benzoyl)amino]-4-[(2,2-difluoro-3-methoxy-propyl)-[4-(5,6,7,8-tetrahydro-1,8-naphthyridin-2-yl)butyl]amino]butanoic acid